C(C)OC1=CC(=NC2=C(N=CC=C12)C1=NNC=C1)N1CCOCC1 4-ethoxy-2-(morpholin-4-yl)-8-(1H-pyrazol-3-yl)-[1,7]naphthyridine